Cl.COC([C@H](CN)N)=O.N1=CC=C(C=C1)NC=1C=C(C=CC1)N1C(C2=CC=C(C=C2C1)NC1=C(C(=NC=C1C)C)C)=O 2-(3-(pyridin-4-ylamino)phenyl)-5-(2,3,5-trimethylpyridin-4-ylamino)isoindolin-1-one Methyl-(S)-2,3-diaminopropanoate hydrogen chloride